BrC1=CC(=C(C=N1)S(=O)(=O)N1CC(N(C2=CC=CC(=C12)C)C)=O)C 4-[(6-bromo-4-methyl-3-pyridinyl)sulfonyl]-1,5-dimethyl-3H-quinoxalin-2-one